4-((4-(1-(4-hydroxyphenyl)-1H-1,2,3-triazol-4-yl)benzyl)oxy)phenyl sulfurofluoridate S(OC1=CC=C(C=C1)OCC1=CC=C(C=C1)C=1N=NN(C1)C1=CC=C(C=C1)O)(=O)(=O)F